(2RS)-1-(4-methoxyphenyl)-2-propylamine COC1=CC=C(C=C1)C[C@@H](C)N |r|